[Si](C)(C)(C(C)(C)C)OC=1C=CC(=NC1)NC(=O)N1CCN(CC1)C1=CC=C(C=C1)F N-[5-[(tert-butyldimethylsilyl)oxy]pyridin-2-yl]-4-(4-fluorophenyl)piperazine-1-carboxamide